ClC=1C(=C2C(=NC1OC)C=1CN(CC(C1N2)C)C(CO)=O)Cl 1-(3,4-dichloro-2-methoxy-6-methyl-5,6,7,9-tetrahydro-8H-pyrrolo[3,2-b:4,5-c']dipyridin-8-yl)-2-hydroxyethan-1-one